4-methylisoxazole-5-carboxylic acid CC=1C=NOC1C(=O)O